perfluoro n-butyl-methyl ether C(CCC)COF